COC1=CC=C(C=C1)CN(C)C1=NC(=NC2=C(NN=C12)CC1=CC(=CC=C1)Cl)Cl [(p-methoxyphenyl)methyl]-N-methyl{5-chloro-3-[(m-chlorophenyl)methyl]-2H-1,2,4,6-tetraazainden-7-yl}amine